(2S)-2-(2-(2-cyano-6-fluorophenyl)propanamido)-4-(((S)-3-fluoro-2-methoxypropyl)(4-(5,6,7,8-tetrahydro-1,8-naphthyridin-2-yl)butyl)amino)butanoic acid C(#N)C1=C(C(=CC=C1)F)C(C(=O)N[C@H](C(=O)O)CCN(CCCCC1=NC=2NCCCC2C=C1)C[C@@H](CF)OC)C